Pyrrolo[3,2-b]quinoxaline N1=CC=C2NC=3C=CC=CC3N=C21